C(CCCCCCCCC)(=O)OCCCCCCCCCCCCCCCCCCCCCC behenyl decanoate